bis(3,5-dipropyl-4-hydroxyphenyl) sulfide C(CC)C=1C=C(C=C(C1O)CCC)SC1=CC(=C(C(=C1)CCC)O)CCC